(R)-alpha-methyl-4-methoxyphenethylamine C[C@H](CC1=CC=C(C=C1)OC)N